7-chloro-1-methyl-4-((1R,3r,5S)-8-(4-(trifluoromethoxy)benzoyl)-8-azabicyclo[3.2.1]octan-3-yl)-1,4-dihydropyrido[2,3-b]pyrazine-2,3-dione ClC1=CC2=C(N(C(C(N2C)=O)=O)C2C[C@H]3CC[C@@H](C2)N3C(C3=CC=C(C=C3)OC(F)(F)F)=O)N=C1